γ-glycidoxypropyl-dimethoxyisopropylsilane C(C1CO1)OCCC[Si](C(C)C)(OC)OC